(2-benzyloxy-4,6-dihydroxy-phenyl)-pyrrolidin-1-yl-methanone C(C1=CC=CC=C1)OC1=C(C(=CC(=C1)O)O)C(=O)N1CCCC1